CN(CCN(CCOC(OC(CCCC(=O)OCC(CCCCC)CCCCC)CCCCCC)=O)CCOC(OC(CCCC(=O)OCC(CCCCC)CCCCC)CCCCCC)=O)C bis(2-pentylheptyl) 11-(2-(dimethylamino)ethyl)-5,17-dihexyl-7,15-dioxo-6,8,14,16-tetraoxa-11-azahenicosandioate